N-(3-(dimethylamino)propyl)-1-(1-methyl-2-(p-tolyl)-1H-benzo[d]imidazol-4-yl)piperidine-4-carboxamide CN(CCCNC(=O)C1CCN(CC1)C1=CC=CC=2N(C(=NC21)C2=CC=C(C=C2)C)C)C